6-(5,5-dimethyl-1,3,2-dioxaborolan-2-yl)-8-methoxy-N-((6-methylpyridazin-3-yl)methyl)quinazolin-4-amine CC1(COB(O1)C=1C=C2C(=NC=NC2=C(C1)OC)NCC=1N=NC(=CC1)C)C